NC1=C(OS(=O)(=O)OC2=C(C=CC=C2)N)C=CC=C1 (aminophenoxy) sulfone